C1(CCC1)C=1C(=NN(C1C1(CCC1)C(F)(F)F)C)NC(CC1(CCC1)C(F)(F)F)=O N-(4-cyclobutyl-1-methyl-5-(1-(trifluoromethyl)cyclobutyl)-1H-pyrazol-3-yl)-2-(1-(trifluoromethyl)cyclobutyl)acetamide